N(=C=O)C1CC(CC(C1)(CN=C=O)C)(C)C 1-Isocyanato-3,3,5-trimethyl-5-isocyanatomethylcyclohexane